ClCCCN1N=C(C=C1CO)C1=CC=C(C=C1)F (1-(3-chloropropyl)-3-(4-fluorophenyl)-1H-pyrazol-5-yl)methanol